4-[1-(benzenesulfonyl)-6-(3,5-dimethylisoxazol-4-yl)pyrrolo[2,3-b]pyridin-3-yl]-N-[(1S,2S)-2-(3,3-difluoroazetidin-1-yl)cyclopentyl]-5-(trifluoromethyl)pyrimidin-2-amine C1(=CC=CC=C1)S(=O)(=O)N1C=C(C=2C1=NC(=CC2)C=2C(=NOC2C)C)C2=NC(=NC=C2C(F)(F)F)N[C@@H]2[C@H](CCC2)N2CC(C2)(F)F